Glycerol Trioctanoate C(CCCCCCC)(=O)OCC(OC(CCCCCCC)=O)COC(CCCCCCC)=O